C(C1=CC=CC=C1)OC1CC2(C1)CC(C2)CN2CC1(C2)CC(C1)C1=C(C=C(NC2C(NC(CC2)=O)=O)C=C1F)F 3-[4-[2-[(2-benzyloxyspiro[3.3]heptan-6-yl)methyl]-2-azaspiro[3.3]heptan-6-yl]-3,5-difluoro-anilino]piperidine-2,6-dione